(2S)-2-(9H-fluoren-9-ylmethoxycarbonyl-amino)-2-tetrahydropyran-4-yl-acetic acid C1=CC=CC=2C3=CC=CC=C3C(C12)COC(=O)N[C@H](C(=O)O)C1CCOCC1